C(C)(C)(C)OC(=O)N1CCC2(CC1)C(NC1=CC(=CC=C12)C1=CC2=C(C(=N1)NC1=CC(=C(C=C1)C)C(NC)=O)N(C=N2)C(C)C)=O 6-(3-isopropyl-4-((4-methyl-3-(methylcarbamoyl)phenyl)amino)-3H-imidazo[4,5-c]pyridin-6-yl)-2-oxospiro[indoline-3,4'-piperidine]-1'-carboxylic acid tert-butyl ester